BrCCNS(=O)(=O)NC(OC(C)(C)C)=O tert-butyl (N-(2-bromoethyl)sulfamoyl)carbamate